N1(CCOCC1)C1=CC=C(C=C1)NC1=CC(=NC=N1)C=1C=C(C=CC1)NC(C=CC)=O N-(3-(6-(4-morpholinylphenylamino)pyrimidin-4-yl)phenyl)-2-butenamide